tert-butyl (S)-2-(aminomethyl)pyrrolidine-1-carboxylate hydrochloride Cl.NC[C@H]1N(CCC1)C(=O)OC(C)(C)C